trans-4-(((trans-4-(6-Cyano-5-methoxypyridin-2-yl)cyclohexyl)methyl) (4-(1-cyclopropyl-1H-pyrazol-4-yl) pyridin-2-yl)carbamoyl)cyclohexyl methylcarbamate CNC(O[C@@H]1CC[C@H](CC1)C(N(C1=NC=CC(=C1)C=1C=NN(C1)C1CC1)C[C@@H]1CC[C@H](CC1)C1=NC(=C(C=C1)OC)C#N)=O)=O